3-benzyloxy-2-[4-[tert-butyl(dimethyl)silyl]oxy-3,3-dimethyl-but-1-ynyl]-N-(3,4-difluorophenyl)aniline C(C1=CC=CC=C1)OC=1C(=C(NC2=CC(=C(C=C2)F)F)C=CC1)C#CC(CO[Si](C)(C)C(C)(C)C)(C)C